BrC1=C(C=C(C=C1)C(F)F)OCOC 1-bromo-4-(difluoromethyl)-2-(methoxymethoxy)benzene